Homoleucine N[C@@H](CCC(C)C)C(=O)O